OC(CC=1SC(=CC1C#N)C1=NC(=NC=C1C(F)(F)F)NC1CCN(CC1)S(=O)(=O)C=1N=CN(C1)C)(C)C 2-(2-hydroxy-2-methylpropyl)-5-(2-((1-((1-methyl-1H-imidazol-4-yl)sulfonyl)piperidin-4-yl)amino)-5-(trifluoromethyl)pyrimidin-4-yl)thiophene-3-carbonitrile